C(C)OC1=CC=C(C=C1)C1=CC=C(S1)CC=1C(=C(OC1)C(=O)N)C1=C(C=CC=C1)F ((5-(4-ethoxyphenyl)thiophen-2-yl)methyl)-(2-fluorophenyl)furan-2-carboxamide